C(C1=CC=CC=C1)(C1=CC=CC=C1)C1N2CCC(C1)CC2 2-benzhydryl-quinuclidine